tert-butyl 4-(1,2,3,4-tetrahydroisoquinolin-5-yl)-3,6-dihydropyridine-1(2H)-carboxylate C1NCCC2=C(C=CC=C12)C=1CCN(CC1)C(=O)OC(C)(C)C